1-(3-((methylamino)methyl)-1-(4-(trifluoromethoxy)phenyl)-1H-pyrazolo[3,4-b]pyridin-4-yl)ethane-1,2-diol CNCC1=NN(C2=NC=CC(=C21)C(CO)O)C2=CC=C(C=C2)OC(F)(F)F